(2R,4R)-N1-(4-chlorophenyl)-N2-(5-(3-cyclopropyl-1-((S)-1,1-dimethylmethylsulfinylamino)-1-(pyridin-3-yl)propyl)-2-fluorophenyl)-4-hydroxypyrrolidine-1,2-dicarboxamide ClC1=CC=C(C=C1)NC(=O)N1[C@H](C[C@H](C1)O)C(=O)NC1=C(C=CC(=C1)C(CCC1CC1)(C=1C=NC=CC1)N[S@@](=O)C(C)C)F